5-[4-amino-5-(trifluoromethyl)pyrrolo[2,1-f][1,2,4]triazin-7-yl]-2-(difluoromethoxy)-N-[(3R,4S)-4-fluoro-1-(2-fluorobenzoyl)pyrrolidin-3-yl]benzamide NC1=NC=NN2C1=C(C=C2C=2C=CC(=C(C(=O)N[C@@H]1CN(C[C@@H]1F)C(C1=C(C=CC=C1)F)=O)C2)OC(F)F)C(F)(F)F